C(C)(C)(C)OC(NC1CCN(CC1)C1=NC=CC(=C1OC)I)=O (1-(4-iodo-3-Methoxypyridin-2-yl)piperidin-4-yl)carbamic acid tert-butyl ester